2,2'-bis(trimethylstannyl)-5,5'-bithiazole C[Sn](C=1SC(=CN1)C1=CN=C(S1)[Sn](C)(C)C)(C)C